ClC1=CC=C(C=C1)C1CC(=NN1C(C)=O)C1=C(C=CC=C1)O 1-[5-(4-Chlorophenyl)-3-(2-hydroxyphenyl)-4,5-dihydropyrazol-1-yl]-ethanone